ClCCN1CCN(CC1)C1=CC=C(C=C1)OC(C(OC([2H])([2H])[2H])([2H])[2H])([2H])[2H] 1-(2-chloroethyl)-4-[4-({2-[(2H3)methyloxy](2H4)ethyl}oxy)phenyl]piperazine